4-bromo-3'-fluoro-2-nitro-1,1'-biphenyl BrC1=CC(=C(C=C1)C1=CC(=CC=C1)F)[N+](=O)[O-]